O=C1NC(CCC1N1C(N(C2=C1C=CC(=C2)CCC(=O)O)C)=O)=O 3-[1-(2,6-Dioxopiperidin-3-yl)-3-methyl-2-oxo-1,3-benzodiazol-5-yl]propanoic acid